O=C1CC[C@H](N1CC1=C(C(=CC(=C1)F)F)F)CC(=O)N[C@@H](C(C)C)C(=O)OCCC(F)(F)F 3,3,3-trifluoropropyl (2-((S)-5-oxo-1-(2,3,5-trifluorobenzyl)pyrrolidin-2-yl)acetyl)-L-valinate